12-amino-3-chloro-4-fluoro-8-isopropyl-7,8-dihydrobenzo[c]pyrimido[5',4':4,5]pyrrolo[3,2-e]azepin-5(6H)-one NC1=NC=NC2=C1C=1C3=C(C(NCC1N2C(C)C)=O)C(=C(C=C3)Cl)F